FC(OC1=C(C(=CC=C1)F)COC=1C=CC=2N(N1)C=C(N2)C(=O)NC2(CCS(CC2)(=O)=O)C)F 6-[[2-(Difluoromethoxy)-6-fluoro-phenyl]methoxy]-N-(4-methyl-1,1-dioxo-thian-4-yl)imidazo[1,2-b]pyridazine-2-carboxamide